2,5-dibromobenzene-1,4-dicarboxaldehyde BrC1=C(C=C(C(=C1)C=O)Br)C=O